ClC=1N=C(NC1[C@H]1[C@H](CN(CC1)S(=O)(=O)CCC(=O)NS(=O)(=O)C)C)C1=NC=C(C=C1)F 3-[[(3R,4R)-4-[4-Chloro-2-(5-fluoro-2-pyridyl)-1H-imidazol-5-yl]-3-methyl-1-piperidyl]sulfonyl]-N-methylsulfonyl-propanamide